2-methyl-5-(5-(5-methylpyridin-2-yl)-1,2,4-oxadiazol-3-yl)aniline CC1=C(N)C=C(C=C1)C1=NOC(=N1)C1=NC=C(C=C1)C